ClC=1C(=C(C=CC1)N1C(N=C2C(C1=O)=CC=CN2CC=2C=NC(=CC2)Cl)=O)F 3-(3-chloro-2-fluorophenyl)-8-((6-chloropyridin-3-yl)methyl)pyrido[2,3-d]pyrimidine-2,4(3H,8H)-dione